3-methoxy-N-Methylbenzamide COC=1C=C(C(=O)NC)C=CC1